C(C)OC1(C(CCCC1)=O)OCC 2,2-diethoxy-1-cyclohexanone